COC=1C=C2C=CN(C2=CC1)C(=O)OC(C)(C)C tert-butyl 5-methoxy-1H-indole-1-carboxylate